ClC=1N=C(C2=C(N1)SC(=C2)CN2CCOCC2)NC=2N=CN(C2)C2=CC(=C(C(=C2)OC)OC)OC 2-chloro-6-(morpholinomethyl)-N-(1-(3,4,5-trimethoxyphenyl)-1H-imidazol-4-yl)thieno[2,3-d]pyrimidin-4-amine